S-p-bromobenzylglutathione N[C@@H](CCC(=O)N[C@@H](CSCC1C=CC(Br)=CC=1)C(=O)NCC(=O)O)C(=O)O